9,9',9''-(4-(3-(6-phenylpyridin-2-yl)phenyl)pyridine-2,3,6-triyl)tris(3,6-dimethyl-9H-carbazole) C1(=CC=CC=C1)C1=CC=CC(=N1)C=1C=C(C=CC1)C1=C(C(=NC(=C1)N1C2=CC=C(C=C2C=2C=C(C=CC12)C)C)N1C2=CC=C(C=C2C=2C=C(C=CC12)C)C)N1C2=CC=C(C=C2C=2C=C(C=CC12)C)C